C[C@@H]1N(C2=CC=C3C(=C2CC1)N=C(N3CC(NCC3=CC(=NO3)C)=O)CCN3N=CC=C3)C(=O)OC methyl (7S)-7-methyl-3-({[(3-methyl-1,2-oxazol-5-yl)methyl] carbamoyl}methyl)-2-[2-(1H-pyrazol-1-yl)ethyl]-3H,6H,7H,8H,9H-imidazo[4,5-f]quinoline-6-carboxylate